(S)-2-((S)-2-amino-2-(tetrahydro-2H-pyran-4-yl)acetyl)isoindoline-1-carboxylic acid N[C@H](C(=O)N1[C@@H](C2=CC=CC=C2C1)C(=O)O)C1CCOCC1